ClC=1C=C2C(NC(=NC2=CC1)C1=C(C=CC(=C1)Cl)O)=O 6-chloro-2-(5-chloro-2-hydroxyphenyl)-4(3H)-quinazolinone